ClC1=NC=C(C(=N1)NC1=C(C=CC=C1)S(=O)(=O)C(C)C)Cl 2,5-dichloro-N-[2-(isopropylsulfonyl)phenyl]pyrimidin-4-amine